CC1=CN=C(S1)C=1C=C(C(=O)N[C@H](C)C=2C=NC(=NC2)C(F)(F)F)C=CC1 3-(5-METHYL-1,3-THIAZOL-2-YL)-N-{(1R)-1-[2-(TRIFLUORO-METHYL)PYRIMIDIN-5-YL]ETHYL}BENZAMIDE